COS(=O)(=O)C1=CC=C(C)C=C1.C1(CCCCC1)N=C=NCCN1CCOCC1 1-cyclohexyl-(2-morpholinoethyl)carbodiimide methyl-p-toluenesulfonate